4-[4-Cyano-6-(2,6-dimethyl-phenyl)-3-hydroxy-quinolin-2-yl]-4-oxo-butyric acid ethyl ester C(C)OC(CCC(=O)C1=NC2=CC=C(C=C2C(=C1O)C#N)C1=C(C=CC=C1C)C)=O